ClC=1C(=C(C=CC1)C#CC=1N(C(=C(N1)C#N)C=1C=NC=CC1)C)C 2-[2-(3-Chloro-2-methyl-phenyl)ethynyl]-1-methyl-5-(3-pyridinyl)imidazole-4-carbonitrile